1-beta-hydroxyethyl-2,5-diamino-4-methylbenzene OCCC1=C(C=C(C(=C1)N)C)N